7,8-dimethyl-6-nitro-3,4-dihydro-1H-quinolin-2-one CC1=C(C=C2CCC(NC2=C1C)=O)[N+](=O)[O-]